(R,S)-4-((2-methoxypyridin-4-yl)((4-oxochroman-7-yl)oxy)methyl)benzamide COC1=NC=CC(=C1)[C@@H](C1=CC=C(C(=O)N)C=C1)OC1=CC=C2C(CCOC2=C1)=O